phenoxymonoethyleneglycol O(C1=CC=CC=C1)C(CO)O